trans-racemic-benzyl 5-((tert-butoxycarbonyl)amino)-2-((R)-1-((tert-butyldimethylsilyl)oxy)ethyl)piperidine-1-carboxylate C(C)(C)(C)OC(=O)N[C@H]1CC[C@@H](N(C1)C(=O)OCC1=CC=CC=C1)[C@@H](C)O[Si](C)(C)C(C)(C)C |r|